COC(C1=CC=C(C=C1)C(=O)C1=CC(=NC(=C1)Cl)Cl)=O 4-(2,6-dichloropyridine-4-carbonyl)benzoic acid methyl ester